methyl 3-((4-((dimethyl(oxo)-λ6-sulfanylidene)amino)thiophen-3-yl)thio)propanoate CS(=O)(C)=NC=1C(=CSC1)SCCC(=O)OC